CN(CCO)C 2-(dimethylamino)-ethan-1-ol